C(C=1C(O)=CC=CC1)=O Salicylaldehyd